CN1N=CC(=C1C)S(=O)(=O)N1CCC(CC1)C=1C(=CC=2N(C1)N=CC2)C 6-(1-((1,5-dimethyl-1H-pyrazol-4-yl)sulfonyl)piperidin-4-yl)-5-methylpyrazolo[1,5-a]pyridine